COC=1N=NC(=CC1C(C)=O)CCC1=C(C=CC=C1)OC 1-(3-methoxy-6-(2-methoxyphenethyl)-pyridazine-4-yl)ethan-1-one